(2R,5'S)-3-oxo-4,5-dihydro-3H-spiro[benzo[f][1,4]oxazepine-2,3'-pyrrolidine]-5'-carboxamide 2,2,2-trifluoroacetate FC(C(=O)O)(F)F.O=C1NCC2=C(O[C@]13CN[C@@H](C3)C(=O)N)C=CC=C2